ClC=1C=C(C=CC1)[C@@H](C(=O)N1[C@@H]2CC([C@H]([C@H]1C(=O)N[C@H](C[C@H]1C(NCC1)=O)C#N)CC2)(F)F)O (1S,3S,4S)-2-((S)-2-(3-chlorophenyl)-2-hydroxyacetyl)-N-((R)-1-cyano-2-((S)-2-oxopyrrolidin-3-yl)ethyl)-5,5-difluoro-2-azabicyclo[2.2.2]octane-3-carboxamide